COC(C[C@H]1CN(CC(C1)(F)F)C=1C(=NC(=CC1)C=1N=NN(C1CN=[N+]=[N-])C)CC)=O (R)-2-(1-(6-(5-(azidomethyl)-1-methyl-1H-1,2,3-triazol-4-yl)-2-ethylpyridin-3-yl)-5,5-difluoropiperidin-3-yl)acetic acid methyl ester